N1C=CC2=CC=C(C=C12)C1=CC=C(S1)C(C)NC1=NC(=NC2=CC(=C(C=C12)OC)OC)C N-{1-[5-(1H-indol-6-yl)thiophen-2-yl]ethyl}-6,7-dimethoxy-2-methylquinazolin-4-amine